BrC1=CN=CN(C1=O)CC1CCN(CC1)C(=O)OC(C)(C)C tert-butyl 4-[(5-bromo-6-oxo-1,6-dihydropyrimidin-1-yl)methyl]piperidine-1-carboxylate